C(C)(C)(C)C=1C(C(=CC(C1)=CC1=CC=C(C=C1)C)C(C)(C)C)=O 2,6-di-tert-butyl-4-(4-methylbenzylidene)cyclohex-2,5-dien-1-one